ClC=1C(=NC(=NC1)NC1=C(C=C(C(=O)NC2=CC(=CC=C2)S(N)(=O)=O)C=C1)OC)C=1C=NN(C1)C(C)C 4-((5-chloro-4-(1-isopropyl-1H-pyrazol-4-yl)pyrimidin-2-yl)amino)-3-methoxy-N-(3-sulfamoylphenyl)benzamide